3-[4-chloro-2-fluoro-5-[5-(hydroxymethyl)-5-methyl-4H-isoxazol-3-yl]phenyl]-1,5-dimethyl-6-thioxo-1,3,5-triazinane-2,4-dione ClC1=CC(=C(C=C1C1=NOC(C1)(C)CO)N1C(N(C(N(C1=O)C)=S)C)=O)F